C(C)C=1C(=CC(=C(C1)O)F)C1=CC=C2C(=NNC2=C1)C=1NC=C(N1)CNC=1C=NN(C1)C 5-Ethyl-2-fluoro-4-(3-(4-(((1-methyl-1H-pyrazol-4-yl)amino)methyl)-1H-imidazol-2-yl)-1H-indazol-6-yl)phenol